N-(2-((2-(Dimethylamino)ethyl)(methyl)amino)-4-methoxy-5-((4-(5-methoxy-1H-pyrrolo[3,2-b]pyridin-1-yl)pyrimidin-2-yl)amino)phenyl)acrylamide CN(CCN(C1=C(C=C(C(=C1)OC)NC1=NC=CC(=N1)N1C=CC2=NC(=CC=C21)OC)NC(C=C)=O)C)C